1-[5-[[tert-butyl-(diphenyl)silyl]oxymethyl]-1-methyl-pyrazol-3-yl]-N-methyl-methylamine C(C)(C)(C)[Si](OCC1=CC(=NN1C)CNC)(C1=CC=CC=C1)C1=CC=CC=C1